N-((2-((3-Fluorooxetan-3-yl)methoxy)pyridin-4-yl)methyl)-2-(3-fluorophenyl)acetamide FC1(COC1)COC1=NC=CC(=C1)CNC(CC1=CC(=CC=C1)F)=O